C(CC)C1=CC=C(C=C1)[N+]#[C-] 4-PROPYL-PHENYLISOCYANIDE